CC=1C=NC(=NC1)N1CC(C2(CC1)CCNCC2)N 3-(5-methylpyrimidin-2-yl)-3,9-diazaspiro[5.5]undecan-1-amine